2-methyl-N-[1-[3-(1-piperidinyl)-1,2,4-thiadiazol-5-yl]ethylidene]propane-2-sulfinamide CC(C)(C)S(=O)N=C(C)C1=NC(=NS1)N1CCCCC1